5-(2-fluoro-6-methylphenyl)-3-(4-((4-methyl-2-oxopiperazin-1-yl)methyl)phenyl)-1H-pyrazolo[4,3-c]pyridazin-6(5H)-one FC1=C(C(=CC=C1)C)N1N=C2C(=CC1=O)NN=C2C2=CC=C(C=C2)CN2C(CN(CC2)C)=O